C(C)(C)(C)OC(=O)N1CC(C(C1)C)C=O 3-formyl-4-methylpyrrolidine-1-carboxylic acid tert-butyl ester